C1(CC1)COC1=CC=C(N=N1)C(C(=O)N)(C)N1C[C@@H](C(CC1)(F)F)C1=CNC(C=C1)=O (6-(cyclopropylmethoxy)pyridazin-3-yl)-2-((s)-4,4-difluoro-3-(6-oxo-1,6-dihydropyridin-3-yl)piperidin-1-yl)propanamide